CN(C(CN1C2=C(OC(C1=O)(F)F)C=C(C(=C2)C2=C(C(=C(C(=C2F)F)F)F)F)F)=O)CCC(=O)OC methyl 3-(N-methyl-2-(2,2,7-trifluoro-3-oxo-6-(perfluorophenyl)-2,3-dihydro-4H-benzo[b][1,4]oxazin-4-yl)acetamido)propanoate